[Pd].C(C1=CC=CC=C1)P(CC1=CC=CC=C1)CC1=CC=CC=C1.C(C1=CC=CC=C1)P(CC1=CC=CC=C1)CC1=CC=CC=C1.C(C1=CC=CC=C1)P(CC1=CC=CC=C1)CC1=CC=CC=C1 tris(tribenzylphosphine) palladium